C(C)(=O)C1=CC(=NN(C1=O)C=1C=NC=C(C1)C=1N(N=NC1)C)C(=O)O 5-Acetyl-1-[5-(3-methyltriazol-4-yl)-3-pyridyl]-6-oxo-pyridazine-3-carboxylic acid